perfluoro-2,3-epoxy-2-METHYLPENTANE FC(C1(C(C(C(F)(F)F)(F)F)(O1)F)C(F)(F)F)(F)F